1-(2-((4-(6-bromo-1-(tetrahydro-2H-pyran-2-yl)-1H-indazol-4-yl)-1H-1,2,3-triazol-1-yl)methyl)imidazo[1,2-a]pyridin-6-yl)-N-(cyclobutylmethyl)methylamine BrC1=CC(=C2C=NN(C2=C1)C1OCCCC1)C=1N=NN(C1)CC=1N=C2N(C=C(C=C2)CNCC2CCC2)C1